C1(=CCCCC1)C=1C(=NN2C1NC(=C(C2=O)C2=CC=C(C=C2)OC)NC=2C=NC=CC2)C2=CC=CC=C2 3-(cyclohex-1-en-1-yl)-6-(4-methoxyphenyl)-2-phenyl-5-(pyridin-3-ylamino)pyrazolo[1,5-a]pyrimidin-7(4H)-one